C(C)OC(C(F)(F)F)(C(F)(F)F)[C@]1(CN(CC1)C(C)(C)C=1C=CC(=NC1)C)CCC=1SC(=CC1)F |o1:12| (R or S)-5-(2-(3-(2-ethoxy-1,1,1,3,3,3-hexafluoropropan-2-yl)-3-(2-(5-fluorothiophen-2-yl)ethyl)pyrrolidin-1-yl)propan-2-yl)-2-methylpyridine